OC=1C2=C(N=CN1)NC=C2C2CCN(CC2)C(=O)OC(C)(C)C tert-Butyl 4-(4-hydroxy-7H-pyrrolo[2,3-d]pyrimidin-5-yl)piperidine-1-carboxylate